O1CC[C@@H](C2=CC=CC=C12)NC(=O)[C@H]1[C@@H](C1)C(CCOC)N1C(N[C@@](CC1=O)(C)C(C)C)=[NH2+] [(4R)-1-[1-[(1R,2R)-2-[[(4S)-chroman-4-yl]carbamoyl]cyclopropyl]-3-methoxy-propyl]-4-isopropyl-4-methyl-6-oxo-hexahydropyrimidin-2-ylidene]ammonium